C(C)(C)(C)N\C=C/1\C(OC2=CC=C(C=C2C1=O)C(C)C)N1C=CC2=CC=CC=C12 (Z)-3-((tert-butylamino)methylene)-2-(1H-indol-1-yl)-6-isopropylchroman-4-one